C(C1=CC=CC=C1)OC1=CC(=NC=2C=CN=C(C12)N(C)C)C1=C(C=C(C(=C1)Cl)C(C)(C)C)C 4-benzyloxy-2-(4-tert-butyl-5-chloro-2-methyl-phenyl)-N,N-dimethyl-1,6-naphthyridin-5-amine